NC1CC2(C(S(C2C)(=O)=O)C)C1 6-amino-1,3-dimethyl-2-thiaspiro[3.3]heptane 2,2-dioxide